(R)-N-(4-((1-((tert-Butyldimethylsilyl)oxy)-4-methylpentan-2-yl)amino)-6-chloro-1,3,5-triazin-2-yl)methanesulfonamide [Si](C)(C)(C(C)(C)C)OC[C@@H](CC(C)C)NC1=NC(=NC(=N1)Cl)NS(=O)(=O)C